CN1CC(CC1)C(=O)OCC(CC(C(=O)[O-])CCCC(OCCCCCCCC)OCCCCCCCC)CC(C(=O)[O-])CCCC(OCCCCCCCC)OCCCCCCCC 2-(((1-methylpyrrolidine-3-carbonyl)oxy)methyl)propane-1,3-diylbis(6,6-bis(octyloxy)hexanoate)